Cl.NCCCCCCCCCCNC(COC1=C2C(N(C(C2=CC=C1)=O)C1C(NC(CC1)=O)=O)=O)=O N-(10-aminodecyl)-2-((2-(2,6-dioxopiperidin-3-yl)-1,3-dioxoisoindolin-4-yl)oxy)acetamide hydrochloride